1-(6-(4-fluorophenyl)-7-methoxy-2-methyl-1,8-naphthyridin-4-yl)ethan-1-ol FC1=CC=C(C=C1)C=1C=C2C(=CC(=NC2=NC1OC)C)C(C)O